4-(benzyloxycarbonyl)-phenylboronic acid C(C1=CC=CC=C1)OC(=O)C1=CC=C(C=C1)B(O)O